C(C)(C)C1(O)CC=C(O)C=C1 1-isopropyl-quinol